CCC(C)C(=O)OC(CC(=O)[O-])C[N+](C)(C)C The molecule is a C5-acylcarnitine having 2-methylbutyryl as the acyl substituent. It has a role as a human metabolite. It derives from a 2-methylbutyric acid.